4-(1,3-benzodioxol-5-yl)pyrimidine O1COC2=C1C=CC(=C2)C2=NC=NC=C2